IC1=C2C=C(N=CC2=C(N=C1C)NC)NC(=O)C1CC1 N-(5-iodo-6-methyl-8-(methylamino)-2,7-naphthyridin-3-yl)cyclopropanecarboxamide